C(C)N(CC)C1=CC=C2C=C(C(OC2=C1)=O)C=O 7-(N,N-diethylamino)coumarin-3-formaldehyde